C(C)OC(C(CCCCCBr)(C)C)=O 7-bromo-2,2-dimethyl-heptanoic acid ethyl ester